IC1=CC=C(C(=O)NC=2OC(=NN2)C2=CC=C(C=C2)[N+](=O)[O-])C=C1 4-iodo-N-(5-(4-nitrophenyl)-1,3,4-oxadiazol-2-yl)benzamide